(S)-3-(9-bromo-3-fluoro-5,6-dihydrobenzo[f]imidazo[1,2-d][1,4]oxazepin-2-yl)-4-(difluoromethyl)oxazolidin-2-one BrC1=CC2=C(C=3N(CCO2)C(=C(N3)N3C(OC[C@H]3C(F)F)=O)F)C=C1